C(C)(C)(C)OC(N[C@H]1C[C@H](CCCC1)O)=O (1R,3S)-3-hydroxycycloheptyl-carbamic acid tert-butyl ester